(6-bromo-2-methoxy-3-pyridinyl)-5-methyl-3-phenyl-isoxazole-4-carboxamide BrC1=CC=C(C(=N1)OC)NC(=O)C=1C(=NOC1C)C1=CC=CC=C1